O1S(CCC1)(=O)=O Oxathiolane-2,2-dione